BrC=1C=C(C=CC1)[C@H](CCC#N)NC(=O)N1CC2=CC(=CC(=C2CC1)C1=CC=C(C=C1)C(F)(F)F)[N+](=O)[O-] N-[(1S)-1-(3-Bromophenyl)-3-cyano-propyl]-7-nitro-5-[4-(trifluoromethyl)phenyl]-3,4-dihydro-1H-isoquinoline-2-carboxamide